BrC=1C=C(C=CC1C)C(C(=O)N)(C(F)(F)F)O 2-(3-Bromo-4-methylphenyl)-3,3,3-trifluoro-2-hydroxypropanamide